FC1=C(C=C2C=NN(C2=C1)C1OCCCC1)[N+](=O)[O-] 6-fluoro-5-nitro-1-(tetrahydro-2H-pyran-2-yl)-1H-indazole